SC1=NC(=NC(=N1)N1CCCCC1)N1CCCC1 2-mercapto-4-piperidinyl-6-pyrrolidinyl-1,3,5-triazine